((triisopropylsilyl)ethynyl)isoquinolin C(C)(C)[Si](C(C)C)(C(C)C)C#CC1=NC=CC2=CC=CC=C12